3-[(R)-[6-(2,2-Dimethyl-cyclopentyloxy)-pyridazin-4-yl]-hydroxy-(4-isopropyl-phenyl)-methyl]-3-methyl-azetidine CC1(C(CCC1)OC1=CC(=CN=N1)[C@](C1(CNC1)C)(C1=CC=C(C=C1)C(C)C)O)C